methyl (2S)-5,5-dimethyl-2-[[2-[3-[[5-[[1-[3-(2-prop-2-ynoxyethoxy)propanoyl]-4-piperidyl]oxy]-2-pyridyl]oxy]phenoxy]acetyl]amino]hexanoate CC(CC[C@@H](C(=O)OC)NC(COC1=CC(=CC=C1)OC1=NC=C(C=C1)OC1CCN(CC1)C(CCOCCOCC#C)=O)=O)(C)C